OC(C)C1=CC=2C=NC(=CC2N1COCC[Si](C)(C)C)NC(=O)C1=CC=C2C=CN(C2=C1)C N-[2-(1-hydroxyethyl)-1-[[2-(trimethylsilyl)ethoxy]methyl]pyrrolo[3,2-c]pyridin-6-yl]-1-methylindole-6-carboxamide